N1=CNC(C2=C1C=CN=C2)=O 3,4-dihydropyrido[4,3-d]pyrimidin-4-one